1,3,7-trimethyl-8-(pyridin-4-ylmethylsulfanyl)-1H-purine-2,6(3H,7H)-dione CN1C(N(C=2N=C(N(C2C1=O)C)SCC1=CC=NC=C1)C)=O